C(CCCCCCCCCCC)OCCCN 3-(dodecyloxy)propylamine